FC1=CC(=CC=C1)F 2,6-Difluorobenzene